C(C1=CC=CC=C1)NC1=CN=C2C(=N1)N(C(=N2)C2=NC(=CC=C2)OCC)C2=C(C=CC=C2OC)OC N-benzyl-1-(2,6-dimethoxyphenyl)-2-(6-ethoxypyridin-2-yl)-1H-imidazo[4,5-b]pyrazin-6-amine